FC(C#C)(F)F 1,1,1-trifluoropropyne